NC=1C2=C(N=CN1)N(C(=C2C(=O)NC2=CC=C(C=C2)COC)C#CC2=CN=C1N2N=CC=C1)C1(CC1)C 4-amino-6-(imidazo[1,2-b]pyridazin-3-ylethynyl)-N-[4-(methoxymethyl)phenyl]-7-(1-methylcyclopropyl)-7H-pyrrolo[2,3-d]pyrimidine-5-carboxamide